N1=CC=C(C=C1)C1=CC=2C=NC=CC2C(O1)=O 3-(Pyridin-4-yl)-1H-pyrano[4,3-c]pyridin-1-one